Cl.NC1CCN(CC1)C=1N(C(C(=C(N1)C1=CC=C(C=C1)C#N)C1=CC=C(OCC(=O)NC=2C=C(C(=O)NO)C=CC2)C=C1)=O)C 3-(2-(4-(2-(4-aminopiperidin-1-yl)-4-(4-cyanophenyl)-1-methyl-6-oxo-1,6-dihydropyrimidin-5-yl)phenoxy)acetamido)-N-hydroxybenzoamide hydrochloride